CC1CN(C2=CC=CC=C12)C1=NC(=NC=C1)N 4-(3-methylindolin-1-yl)pyrimidin-2-amine